C(C)S(=O)=N ethyl-imino-oxo-lambda6-sulfane